tert-butyl N-[(7R)-5-(1-tert-butyl-5-nitro-indazol-4-yl)-5-azaspiro[2.4]heptan-7-yl]carbamate C(C)(C)(C)N1N=CC2=C(C(=CC=C12)[N+](=O)[O-])N1CC2(CC2)[C@H](C1)NC(OC(C)(C)C)=O